[Br-].OC1=CC=C(C=2C(C3=C(C=CC(=C3C(C12)=O)O)N)=O)N 1,8-dihydroxy-4,5-diaminoanthraquinone bromide